(S)-2'-oxo-1,1',2',4,6,7-hexahydrospiro[indole-5,3'-pyrrolo[2,3-b]pyridine] 2-Ethyl-formate CCOC=O.O=C1[C@]2(C=3C(=NC=CC3)N1)CC=1C=CNC1CC2